O=C1N(CCCC12CCN(CC2)CC(=O)O)CCCC2=NC=1NCCCC1C=C2 2-(1-oxo-2-(3-(5,6,7,8-tetrahydro-1,8-naphthyridin-2-yl)propyl)-2,9-diazaspiro[5.5]undec-9-yl)acetic acid